2-(pyridin-3-yl)-9H-purin N1=CC(=CC=C1)C1=NC=C2N=CNC2=N1